4,6,8-Trimethyl-9H-xanthen-3-ol CC1=C(C=CC=2CC3=C(C=C(C=C3OC12)C)C)O